ClC=1C(N(C=CC1Cl)C1=CC=C(C=C1)N1N=CC(=C1S(=O)(=O)C)C(=O)NCC)=O 1-(4-(3,4-dichloro-2-oxopyridin-1(2H)-yl)phenyl)-N-ethyl-5-(methylsulfonyl)-1H-pyrazole-4-carboxamide